O[C@@H]1COCC[C@@]1(O)CNC(OC(C)(C)C)=O cis-tert-butyl ((3,4-dihydroxytetrahydro-2H-pyran-4-yl)methyl)carbamate